(S)-1'-(6-amino-5-((2-amino-3-chloropyridin-4-yl)thio)-3-fluoropyrazin-2-yl)-1,3-dihydro-spiro[indene-2,4'-piperidine]-1-amine hydrochloride Cl.NC1=C(N=C(C(=N1)N1CCC2(CC1)[C@@H](C1=CC=CC=C1C2)N)F)SC2=C(C(=NC=C2)N)Cl